F[C@H]1CN(CC[C@H]1NC1=CC=CC2=C(N(N=C12)C1=NOC(=N1)CNC(=O)C1CC1)C=C)C N-((3-(7-(((3S,4R)-3-fluoro-1-methylpiperidin-4-yl)amino)-3-vinyl-2H-indazol-2-yl)-1,2,4-oxadiazol-5-yl)methyl)cyclopropanecarboxamide